CC(C(C1=CC=CC=C1)N1C=NC(=C1)C1=NC=CC(=C1)C=1N=NNC1C(F)(F)F)C 2-[1-(2-methyl-1-phenylpropyl)-1H-imidazol-4-yl]-4-[5-(trifluoromethyl)-1H-1,2,3-triazol-4-yl]pyridine